5-propylundecane C(CC)C(CCCC)CCCCCC